OCC=1C=2C[C@H](CCC2N=C2C=CC(=CC12)C(=O)N[C@H](CCN1CCC(CC1)O)C1=CC=C(C=C1)N1C(OCC1)=O)C1(CC1)C (S)-9-(hydroxymethyl)-N-((R)-3-(4-hydroxypiperidin-1-yl)-1-(4-(2-oxooxazolidin-3-yl)phenyl)propyl)-7-(1-methylcyclopropyl)-5,6,7,8-tetrahydroacridine-2-carboxamide